propyl-2-propynyl-carboxylate C(CC)OC(=O)CC#C